(R)-tert-Butyl 4-(2-(2-bromo-4-nitrophenoxy)ethyl)-2-methylpiperazine-1-carboxylate BrC1=C(OCCN2C[C@H](N(CC2)C(=O)OC(C)(C)C)C)C=CC(=C1)[N+](=O)[O-]